OC1=CC(=C(C=C1)C=1C(=C(C=2N(N1)C=C(C2)C=2C=NC(=CC2C)OC)N[C@@H]2COCC2)C(=N)N)C (4-hydroxy-2-methyl-phenyl)-6-(6-methoxy-4-methyl-3-pyridyl)-4-[[(3S)-tetrahydrofuran-3-yl]amino]pyrrolo[1,2-b]pyridazine-3-carboxamidine